[2,4'-bipyridine]-4-amine N1=C(C=C(C=C1)N)C1=CC=NC=C1